tert-butyl 4-(methyl(isoquinolin-3-yl)amino)piperidine-1-carboxylate CN(C1CCN(CC1)C(=O)OC(C)(C)C)C=1N=CC2=CC=CC=C2C1